2,3-Epoxycyclohexylmethyl-3,4-epoxycyclohexancarboxylat C1(C2C(CCC1)O2)COC(=O)C2CC1C(CC2)O1